4-bromo-N1-(pyridin-3-ylmethyl)benzene-1,2-diamine BrC=1C=C(C(=CC1)NCC=1C=NC=CC1)N